5-((6-((1s,4s)-4-((3-(methylsulfonamido)piperidin-2-yl)methoxy)cyclohexyl)pyridin-2-yl)oxy)pentanoic acid CS(=O)(=O)NC1C(NCCC1)COC1CCC(CC1)C1=CC=CC(=N1)OCCCCC(=O)O